C(C)(C)OC1=C(C=C(C(=C1)C1CCNCC1)C)NC1=NC=C(C(=C1)NC1=C(C(=O)NC)C=CC=C1)C(F)(F)F 2-((2-((2-isopropoxy-5-methyl-4-(piperidin-4-yl)phenyl)amino)-5-(trifluoromethyl)pyridin-4-yl)amino)-N-methylbenzamide